(S)-2-((cyclopentyloxy)methyl)-2,3,4,5-tetrahydro-1H-benzo[e][1,4]diazepine C1(CCCC1)OC[C@@H]1CNCC2=C(N1)C=CC=C2